β-aminopropyltributoxysilane NC(C[Si](OCCCC)(OCCCC)OCCCC)C